3,4-dihydro-isoquinoline-2(1H)-sulfonamide C1N(CCC2=CC=CC=C12)S(=O)(=O)N